OC1CC(C1)CN1C[C@@H](CCC1)NC1=C(C(=C(N=N1)C1=C(C2=C(SC=C2)C=C1)O)C)C 5-(6-(((R)-1-(((1r,3R)-3-Hydroxycyclobutyl)methyl)piperidin-3-yl)amino)-4,5-dimethylpyridazin-3-yl)benzo[b]thiophen-4-ol